(1aR,5aR)-2-(2,4-Difluoro-phenyl)-1a,2,5,5a-tetrahydro-1H-2,3-diaza-cyclopropa[a]pentalene-4-carboxylic acid (1-m-tolyl-cyclopropyl)-amide C1(=CC(=CC=C1)C1(CC1)NC(=O)C=1C=2C[C@@H]3[C@H](C2N(N1)C1=C(C=C(C=C1)F)F)C3)C